10,12-Tetradecadienal C(CCCCCCCCC=CC=CC)=O